CN(CCCN1C=C(C2=CC(=CC=C12)CN1CCC(CC1)CN1CCN(CC1)C=1C=C2CN(CC2=CC1)C1C(NC(CC1)=O)=O)C1=CC=C(C=C1)OC(F)(F)F)C 5-(4-((1-((1-(3-(dimethylamino)propyl)-3-(4-(trifluoromethoxy)phenYl)-1H-indol-5-yl)methyl)piperidin-4-yl)methyl)piperazin-1-yl)-2-(2,6-dioxopiperidin-3-yl)isoindoline